7-hydroxy-3,7-dimethyl-octanediol OC(CCCC(CC(O)O)C)(C)C